CN1C=NC2=C1C(=C(C=C2C2=CC=C(C=C2)OC(F)(F)F)C(=O)N)C=C 3-methyl-7-[4-(trifluoromethoxy)phenyl]-4-vinyl-benzimidazole-5-carboxamide